2,3-dihydropyridine N=1CCC=CC1